FC1=CC=C(C=C1)C=1C(=C2N(N1)[C@@H](CC2)C)C2=C1C(=NC=C2)NN=C1 4-[(6R)-2-(4-Fluorophenyl)-6-methyl-5,6-dihydro-4H-pyrrolo[1,2-b]pyrazol-3-yl]-1H-pyrazolo[3,4-b]pyridine